4-[(1S)-1-({[5-chloro-2-(4-chloro-3-fluorophenoxy)pyridin-3-yl]carbonyl}amino)ethyl]benzoic acid ClC=1C=C(C(=NC1)OC1=CC(=C(C=C1)Cl)F)C(=O)N[C@@H](C)C1=CC=C(C(=O)O)C=C1